FC=1C=C(C=CC1[N+](=O)[O-])C(C(=O)OCC)(C)C ethyl 2-(3-fluoro-4-nitrophenyl)-2-methylpropionate